Cl.Cl.C(C)(C)(C)[C@@H]1CC[C@H](CC1)C=1C=C(C(=O)N2CCC(CC2)OC=2C=C(C#N)C=C(C2)N2CCNCC2)C=CC1O[C@@H]1CNCC1 trans-(S)-3-((1-(3-(4-(tert-butyl)cyclohexyl)-4-(pyrrolidin-3-yloxy)benzoyl)piperidin-4-yl)oxy)-5-(piperazin-1-yl)benzonitrile dihydrochloride